FN1C(N(C(C(C1(C(=O)O)F)(F)F)=O)F)=O Pentafluoroorotic acid